2-[(2R)-3-(3,4-dihydro-1H-isoquinolin-2-yl)-2-hydroxy-propyl]-6-(4-methyl-5-oxo-1,4-diazepan-1-yl)-3,4-dihydroisoquinolin-1-one C1N(CCC2=CC=CC=C12)C[C@H](CN1C(C2=CC=C(C=C2CC1)N1CCN(C(CC1)=O)C)=O)O